C(C=C)(=O)NC=1C=C(C=CC1OCCN(C)C)B(O)O (3-acrylamido-4-(2-(dimethylamino)ethoxy)phenyl)boronic acid